Cl.N=1C=NN2C1C=C(C=C2)OC2=C(C=C(C=C2)C2=NC1=CC=C(C(=C1C(=N2)N)OC)C=2CCNCC2)C (4-([1,2,4]triazolo[1,5-a]pyridin-7-yloxy)-3-methylphenyl)-5-methoxy-6-(1,2,3,6-tetrahydropyridin-4-yl)quinazolin-4-amine hydrochloride